1-(4-(8-amino-3-cyclopropylimidazo[1,5-a]pyrazin-1-yl)-2-fluorophenyl)-3-(3-(tert-butyl)-1-(4-fluorophenyl)-1H-pyrazol-5-yl)urea NC=1C=2N(C=CN1)C(=NC2C2=CC(=C(C=C2)NC(=O)NC2=CC(=NN2C2=CC=C(C=C2)F)C(C)(C)C)F)C2CC2